{2-[di(tert-butyl)(fluoro)silyl]-1-methyl-1H-1,4-diazainden-5-yl}-N-methylamino-carboxylic acid tert-butyl ester C(C)(C)(C)OC(=O)N(C)C=1N=C2C=C(N(C2=CC1)C)[Si](F)(C(C)(C)C)C(C)(C)C